FC=1C=C2C(=NC1)N(C=C2C2=NN1C(C(=N2)N[C@@H]2[C@H](C3CCC2CC3)C(=O)OCC)=CC(=C1)C(F)(F)F)S(=O)(=O)C1=CC=C(C)C=C1 Ethyl (1R,2S,3S,4R)-3-((2-(5-fluoro-1-tosyl-1H-pyrrolo[2,3-b]pyridin-3-yl)-6-(trifluoromethyl)pyrrolo[2,1-f][1,2,4]triazin-4-yl)amino)bicyclo[2.2.2]octane-2-carboxylate